(4-(6-((4-carbamoyl-2-oxopyridin-1(2H)-yl)methoxy)pyridin-2-yl)-2-fluorobenzyl)-1-(2-methoxyethyl)-1H-benzo[d]imidazole-6-carboxylic acid C(N)(=O)C1=CC(N(C=C1)COC1=CC=CC(=N1)C1=CC(=C(CC2=NC3=C(N2CCOC)C=C(C=C3)C(=O)O)C=C1)F)=O